N1CCC(CC1)C(C)(C)N 2-(Piperidin-4-yl)propan-2-amine